C12C=CC(CC1CNC(=O)NCCCCCCCCCCCC(=O)O)C2 12-({[(bicyclo[2.2.1]hept-2-en-6-ylmethyl)amino]carbonyl}amino)dodecanoic acid